FC(C1CCC(N1)=O)C1=C(C=CC=C1)F 5-(fluoro(2-fluorophenyl)methyl)pyrrolidin-2-one